2,5-diaminobenzoic acid propyl ester C(CC)OC(C1=C(C=CC(=C1)N)N)=O